[Na+].C(C(C)C)NS(=O)(=O)[O-] N-isobutylaminosulfonic acid sodium salt